1-cyclopropyl-5-iodo-2-methyl-1,3-benzodiazole C1(CC1)N1C(=NC2=C1C=CC(=C2)I)C